(3S)-2-benzyl-3-butyl-1-(4-iodophenyl)-6-methoxy-1,2,3,4-tetrahydroisoquinoline C(C1=CC=CC=C1)N1C(C2=CC=C(C=C2C[C@@H]1CCCC)OC)C1=CC=C(C=C1)I